(1r,3r)-3-((5-(5-methyl-5H-pyrido[4,3-b]indol-7-yl)pyridin-2-yl)oxy)cyclobutanecarboxaldehyde CN1C2=C(C=3C=CC(=CC13)C=1C=CC(=NC1)OC1CC(C1)C=O)C=NC=C2